amino-3-(2-aminobenzo[d]oxazol-5-yl)-1H-pyrazolo[3,4-d]pyrimidin NN1N=C(C=2C1=NC=NC2)C=2C=CC1=C(N=C(O1)N)C2